[N+](#[C-])CC=1C=C(C[N+]#[C-])C=CC1 3-(ISOCYANOMETHYL)BENZYLISOCYANIDE